C(C)(C)(C)OC(NCC1CCC(CC1)N)=O (4-amino-cyclohexylmethyl)-carbamic acid tert-butyl ester